N-(5-((6-((R)-3-(3-cyanophenyl)isoxazolidine-2-yl)pyrimidine-4-yl)amino)-4-methoxy-2-((3aR,6aR)-1-methylhexahydro-pyrrolo[3,4-b]pyrrole-5(1H)-yl)phenyl)acrylamide C(#N)C=1C=C(C=CC1)[C@@H]1N(OCC1)C1=CC(=NC=N1)NC=1C(=CC(=C(C1)NC(C=C)=O)N1C[C@@H]2N(CC[C@@H]2C1)C)OC